(S)-2-(3-(2-(3-fluoroazetidin-1-yl)ethyl)-6-oxo-4-cyclopropylpyridazin-1(6H)-yl)-4-methylpentanamide FC1CN(C1)CCC1=NN(C(C=C1C1CC1)=O)[C@H](C(=O)N)CC(C)C